BrC1=CC(=C2N(C1=O)C(NC2=O)(C=C(C)C)C)Cl 6-bromo-8-chloro-3-methyl-3-(2-methylprop-1-enyl)-2H-imidazo[1,5-a]pyridine-1,5-dione